N-(1-methyl-5-(methylsulfonyl)-1H-pyrrolo[2,3-b]pyridin-6-yl)trimethylacetamide CN1C=CC=2C1=NC(=C(C2)S(=O)(=O)C)NC(C(C)(C)C)=O